5-chloro-N-(1,1-dimethylsilinan-4-yl)-4,6-dimethyl-1H-pyrrolo[2,3-b]pyridine-2-carboxamide ClC=1C(=C2C(=NC1C)NC(=C2)C(=O)NC2CC[Si](CC2)(C)C)C